BrC=1C=NC=C(C1C(=O)N)F 3-Bromo-5-fluoro-pyridine-4-carboxamide